(4-(8-fluoro-2,3-dihydrobenzo[f][1,4]thiazepin-4(5H)-yl)-2,6-dimethylphenyl)-3,3-dimethylbutyramide FC1=CC2=C(CN(CCS2)C2=CC(=C(C(=C2)C)C(C(=O)N)C(C)(C)C)C)C=C1